FC=1C(=CC(=NC1)OC)C1=CC(=NN1)C(=O)N1C2(CC2)C[C@@H](CC1)C(=O)O (R)-4-(5-(5-fluoro-2-methoxypyridin-4-yl)-1H-pyrazole-3-carbonyl)-4-azaspiro[2.5]octane-7-carboxylic acid